C(#N)C=1C=C(C2=CC=CC=C2C1)C1(CC1)NC(C1=C(C=CC(=C1)OCC1N(CC1)C)C)=O N-(1-(3-cyanonaphthalen-1-yl)cyclopropyl)-2-methyl-5-((1-methylazetidin-2-yl)methoxy)benzamide